NC1=NC=NN2C1=C(C=C2C2CCN(CC2)C(C(C)C)=O)C2=CC=C(C=C2)NC(=O)C=2C(N(C(=C(C2)C2=NN(C=C2)C)C)C=2C=NC=CC2)=O N-(4-(4-amino-7-(1-isobutyrylpiperidin-4-yl)pyrrolo[2,1-f][1,2,4]triazin-5-yl)phenyl)-6-methyl-5-(1-methyl-1H-pyrazol-3-yl)-2-oxo-2H-[1,3'-bipyridine]-3-carboxamide